C(C1=CC=CC=C1)N1C2=C(SCC1=O)C=CC(=C2)NC(=O)NC2=CNC1=CC=C(C=C21)C2=CC=NC=C2 1-(4-benzyl-3-oxo-3,4-dihydro-2H-benzo[b][1,4]thiazin-6-yl)-3-(5-(pyridin-4-yl)-1H-indol-3-yl)urea